BrC1=C(C=C(C=C1F)I)F 2-bromo-1,3-difluoro-5-iodobenzene